COC1=CC=C(C=C1)CN(C1=C(C=C2C(=N1)C=C(N2)CO)Br)CC2=CC=C(C=C2)OC [5-[bis[(4-methoxyphenyl)methyl]amino]-6-bromo-1H-pyrrolo[3,2-b]pyridin-2-yl]methanol